O1N=C(C=C1)C=1C=C(N(S(N1)(=O)=O)C)C(=O)OC Methyl 5-(isoxazol-3-yl)-2-methyl-2H-1,2,6-thiadiazine-3-carboxylate 1,1-dioxide